OCCCCCCCCCCCCCCC(=O)[O-].[Na+] sodium 15-hydroxypentadecanoate